COC1=C(C=C(C=C1)OC)NC(=O)N1CC(CC1)(C1=NC=CN=C1)C1=CC(=C(C=C1)C)F N-(2,5-dimethoxyphenyl)-3-(3-fluoro-4-methylphenyl)-3-(pyrazin-2-yl)pyrrolidine-1-carboxamide